ClC1=C(C=CC(=N1)NC(=O)[C@H](C(C1CC1)C1CC1)NC(=O)C=1C(=NOC1)C(C)C)C=1C(=NNC1C)C N-[(1S)-1-[[6-chloro-5-(3,5-dimethyl-1H-pyrazol-4-yl)-2-pyridyl]carbamoyl]-2,2-dicyclopropyl-ethyl]-3-isopropyl-isoxazole-4-carboxamide